CC1=C(C(C=O)=C(C=C1)C)O 3,6-Dimethylsalicylaldehyde